2-methyl-6-(4,4,5,5-tetramethyl-1,3,2-dioxaborolan-2-yl)-7,9-dihydrofuro[3,4-c][1,2,4]triazolo[1,5-a]pyridine CC1=NN2C(C3=C(C(=C2)B2OC(C(O2)(C)C)(C)C)COC3)=N1